[(1R,5S,6r)-6-(5,5-dimethyl-4,5-dihydro-1,2-oxazol-3-yl)-3-azabicyclo[3.0.1]hex-3-yl](1-isopropyl-1H-imidazol-4-yl)methanone CC1(CC(=NO1)C1[C@@H]2CN(C[C@@H]21)C(=O)C=2N=CN(C2)C(C)C)C